1-vinyloxy-2-chlorobenzene C(=C)OC1=C(C=CC=C1)Cl